N-methyl-hexadecylamide C[N-]CCCCCCCCCCCCCCCC